NC1=CC=NC=C1C(=O)O 4-Amino-nicotinic acid